F[C@@H]1[C@@]2(C1)CN(C(C1=CC=C(C=C12)C(F)(F)F)=O)CC(=O)NC1=NN2C(C=CC=C2)=N1 2-[(2's,4r)-2'-fluoro-1-oxo-6-(trifluoromethyl)spiro[3H-isoquinolin-4,1'-cyclopropan]-2-yl]-N-([1,2,4]triazolo[1,5-a]pyridin-2-yl)acetamide